[Si](C)(C)(C(C)(C)C)OC(C(C)[N+](=O)[O-])C=1N=CN(C1)C(C1=CC=CC=C1)(C1=CC=CC=C1)C1=CC=CC=C1 4-(1-((tert-butyldimethylsilyl)oxy)-2-nitropropyl)-1-trityl-1H-imidazole